2-({[5-(4-aminoquinazolin-6-yl)thiophen-2-yl]methyl}amino)-5-(benzyloxy)-N-(3,4-difluorobenzyl)pyridine-3-carboxamide NC1=NC=NC2=CC=C(C=C12)C1=CC=C(S1)CNC1=NC=C(C=C1C(=O)NCC1=CC(=C(C=C1)F)F)OCC1=CC=CC=C1